ClC1=CC(=C(C=C1)C1=NC(=CC=2N=C(N(C(C21)=O)C)C)N2C[C@@H](OCC2)[C@H]2COCC2)F 5-(4-chloro-2-fluoro-phenyl)-2,3-dimethyl-7-((2S)-2-((3R)-tetra-hydro-3-furanyl)-4-morpholinyl)pyrido-[4,3-d]pyrimidin-4(3H)-one